C(C)(C)NC(OC1CC(CC1)C=1C=C2C(=NC1)N(C(=C2)I)COCC[Si](C)(C)C)=O [3-[2-iodo-1-(2-trimethylsilylethoxymethyl) pyrrolo[2,3-b]pyridin-5-yl] cyclopentyl] N-isopropylcarbamate